C(C)(C)(C)OC(=O)NCCCCCC(=O)O 6-(tert-Butyloxycarbonylamino)hexanoic acid